(2S,3S)-2-((3'-chloro-2-fluorobiphenyl-3-yl)methyl)-N,N-dimethyl-3-((methylsulfonyl)amino)pyrrolidine-1-carboxamide ClC=1C=C(C=CC1)C1=C(C(=CC=C1)C[C@@H]1N(CC[C@@H]1NS(=O)(=O)C)C(=O)N(C)C)F